1-(9-Methyl-1,3,5,6,7,8-hexahydro-2,4,7-triaza-cyclopenta[b]naphthalen-2-yl)-2-[1-(5-trifluoromethyl-pyrimidin-2-yl)-azetidin-3-yl]-ethanone CC1=C2C(=NC=3CCNCC13)CN(C2)C(CC2CN(C2)C2=NC=C(C=N2)C(F)(F)F)=O